(2R,6R)-2-methyl-6-(1-methylimidazol-4-yl)morpholine C[C@@H]1CNC[C@@H](O1)C=1N=CN(C1)C